1-[5-(5-chloro-2-methoxypyridin-4-yl)-1H-pyrazole-3-carbonyl]-N-[(4-fluoropyridin-2-yl)methyl]piperidine-4-carboxamide ClC=1C(=CC(=NC1)OC)C1=CC(=NN1)C(=O)N1CCC(CC1)C(=O)NCC1=NC=CC(=C1)F